C(CC)(=O)OC1[C@H](OC(CC)=O)[C@@H](OC(CC)=O)[C@H](O[C@H]2[C@H](OC(CC)=O)[C@@H](OC(CC)=O)[C@@H](OC(CC)=O)[C@H](O2)COC(CC)=O)[C@H](O1)COC(CC)=O α,β-lactose octapropionate